FC1=CC=C(C=C1)NC(=O)C1(CC1)C(=O)N[C@@H](C)C(=O)O N-[[1-[[(4-Fluorophenyl)amino]carbonyl]cyclopropyl]carbonyl]-L-alanin